NC1=C(NCCOCCOCCNC(OC(C)(C)C)=O)C=CC=C1 Tert-butyl N-[2-[2-[2-(2-aminoanilino)ethoxy]ethoxy]ethyl]carbamate